2'-methoxyguanosine CO[C@@]1([C@@H](O[C@@H]([C@H]1O)CO)N1C=NC=2C(=O)NC(N)=NC12)O